S([C@@H]1[C@@H](O)[C@@H](O)[C@H](O)[C@H](O1)CO)C1=CC=C(C=C1)C p-Tolyl 1-thio-α-D-mannopyranoside